4-{[3-methoxy-4-(3-methyl-1,2,4-thiadiazol-5-yl)pyridin-2-yl]amino}-N-(2H3)methyl-6-[(1R,2R)-2-methylcyclopropanamido]pyridazine-3-carboxamide COC=1C(=NC=CC1C1=NC(=NS1)C)NC1=C(N=NC(=C1)NC(=O)[C@H]1[C@@H](C1)C)C(=O)NC([2H])([2H])[2H]